2-(2-(2-(Benzyloxy)ethoxy)ethoxy)acetaldehyde C(C1=CC=CC=C1)OCCOCCOCC=O